NC1=C(C(=O)OC)C=C(C=C1)B1OC(C(O1)(CC)CC)(CC)CC methyl 2-amino-5-(4,4,5,5-tetraethyl-1,3,2-dioxaborolan-2-yl)benzoate